2-(4-(2-(pyrrolidin-1-yl)ethoxy)phenyl)ethylamine N1(CCCC1)CCOC1=CC=C(C=C1)CCN